NC1=C(C=2C=NC(=C(C2N1C1=C2C=NN(C2=CC=C1C)C1OCCCC1)C=C1CN(C1)C(=O)OC(C)(C)C)C1CC1)C#N tert-butyl 3-[[2-amino-3-cyano-6-cyclopropyl-1-(5-methyl-1-tetrahydropyran-2-yl-indazol-4-yl)pyrrolo[3,2-c]pyridin-7-yl]methylene]azetidine-1-carboxylate